6-methyl-2-(6-phenyloxyhex-2-yn-1-yl)-1,3,6,2-dioxazaborocan-4,8-dione CN1CC(OB(OC(C1)=O)CC#CCCCOC1=CC=CC=C1)=O